C1C2N(CCN1)CCC1=C2SC2=C1C=CC=N2 1,3,4,6,7,12b-Hexahydro-2H-pyrido[3'',2'':4',5']thieno[2',3':3,4]pyrido[1,2-a]pyrazine